ClC1=CC2=C(C(N(C=C2B2OCC(CO2)(C)C)C)=O)N1S(=O)(=O)C1=CC=C(C)C=C1.[O].[V].[Cu].[Ag] Silver-copper-vanadium oxygen 2-chloro-4-(5,5-dimethyl-1,3,2-dioxaborinan-2-yl)-6-methyl-1-tosyl-1,6-dihydro-7H-pyrrolo[2,3-c]pyridin-7-one